FC=1C(=CC=2C3=C(NC(C2C1)=O)[C@@H](OC[C@@H]3N(C(=O)C=3NC1=CC(=C(C=C1C3)F)F)C)OC)F N-((1R,4R)-8,9-difluoro-4-methoxy-6-oxo-1,4,5,6-tetrahydro-2H-pyrano[3,4-c]isoquinolin-1-yl)-5,6-difluoro-N-methyl-1H-indole-2-carboxamide